(S)-2-((2-((S)-4-(difluoromethyl)-2-oxooxazolidin-3-yl)-8-fluoro-5,6-dihydrobenzo[f]imidazo[1,2-d][1,4]oxazepin-9-yl)amino)propionamide FC([C@H]1N(C(OC1)=O)C=1N=C2N(CCOC3=C2C=CC(=C3F)N[C@H](C(=O)N)C)C1)F